4-amino-N-methyl-N-((1S)-1-(5-(trifluoromethyl)-2-pyridinyl)ethyl)-1,3-dihydrofuro[3,4-c]quinoline-8-carboxamide NC1=NC=2C=CC(=CC2C2=C1COC2)C(=O)N([C@@H](C)C2=NC=C(C=C2)C(F)(F)F)C